3-[(3-fluoro-2-methoxyphenyl)amino]-2-(3-{[4-methyl-1-(prop-2-enoyl)azetidin-2-yl]methoxy}pyridin-4-yl)-1H,5H,6H,7H-pyrrolo[3,2-c]pyridin-4-one FC=1C(=C(C=CC1)NC1=C(NC2=C1C(NCC2)=O)C2=C(C=NC=C2)OCC2N(C(C2)C)C(C=C)=O)OC